alpha-bromopropionyl ketone BrC(C(=O)C(=O)C(C(C)Br)=O)C